C(C)(C)(C)OC(C1=C(C=C(C=C1)OC)O)=O 2-hydroxy-4-methoxybenzoic acid tert-butyl ester